tert-butyl (1S,2R,3R,5R)-2-fluoro-3-([5-[2-(methoxymethoxy)-4-(1-methyl-6-oxopyrimidin-4-yl)phenyl]pyrazin-2-yl](methyl)amino)-8-azabicyclo[3.2.1]octane-8-carboxylate F[C@H]1[C@@H]2CC[C@H](C[C@H]1N(C)C1=NC=C(N=C1)C1=C(C=C(C=C1)C=1N=CN(C(C1)=O)C)OCOC)N2C(=O)OC(C)(C)C